(2S)-4-((4-(bis(2,4-dimethoxybenzyl)amino)-2-(pent-2-yloxy)imidazo[2,1-f][1,2,4]triazin-7-yl)methyl)-2-methylpiperazine-1-carboxylic acid tert-butyl ester C(C)(C)(C)OC(=O)N1[C@H](CN(CC1)CC1=CN=C2C(=NC(=NN21)OC(C)CCC)N(CC2=C(C=C(C=C2)OC)OC)CC2=C(C=C(C=C2)OC)OC)C